FC1=C(C=CC(=C1)O)C1CCN(CC1)C(=O)OC(C)(C)C tert-butyl 4-(2-fluoro-4-hydroxyphenyl)-piperidine-1-carboxylate